benzopyranyl-pyrazole O1C(C=CC2=C1C=CC=C2)C2=NNC=C2